N1C=C(C2=CC=CC=C12)CCC1=C(C(=NC(=N1)SC)N1CCOCC1)C(=O)N (2-(1H-indol-3-yl)ethyl)-2-(methylthio)-4-morpholinopyrimidine-5-carboxamide